3-(((9-cyclopentyl-2-(methylamino)-9H-purin-6-yl)amino)methyl)-4,6-dimethylpyridin-2(1H)-one C1(CCCC1)N1C2=NC(=NC(=C2N=C1)NCC=1C(NC(=CC1C)C)=O)NC